2-(4-fluorobenzoyl)isoindoline-1,3-dione FC1=CC=C(C(=O)N2C(C3=CC=CC=C3C2=O)=O)C=C1